CN1NC(C2=CC=CC(=C12)NS(=O)(=O)C=1C=NC(=CC1)N1N=CC(=C1)C(F)(F)F)=O N-(1-methyl-3-oxo-2,3-dihydro-1H-indazol-7-yl)-6-(4-(trifluoromethyl)-1H-pyrazol-1-yl)pyridine-3-sulfonamide